C(C)C=1C(NC2=CC(=NC=C2C1)CNC1CC(C1)NC1=CC=C(N=N1)C(=O)NC)=O 6-((3-(((3-ethyl-2-oxo-1,2-dihydro-1,6-naphthyridin-7-yl)methyl)amino)cyclobutyl)amino)-N-methylpyridazine-3-carboxamide